FC=1C(=C(C=CC1)NC1=CC(=NC=C1C(=O)NOC)NC1=NC(=CC=C1)F)N(S(=O)(=O)C)C 4-((3-fluoro-2-(N-methyl-methanesulfonamido)phenyl)amino)-6-((6-fluoropyridin-2-yl)amino)-N-methoxynicotinamide